hydrogen formate C(=O)O